NC1=CC=C(C(=C1CO)C)OC (6-Amino-3-methoxy-2-methylphenyl)methanol